C(C)(C)(C)OC(=O)N1CC2=CC=CC=C2C[C@H]1[C@@H](CN1CCN(C2=C(C1=O)C=CC=C2)C)O 4-((R)-2-((S)-2-(tert-Butoxycarbonyl)-1,2,3,4-tetrahydroisoquinolin-3-yl)-2-hydroxyethyl)-1-methyl-5-oxo-2,3,4,5-tetrahydro-1H-benzo[e][1,4]diazepine